(S)-6-(3-Amino-6-(1-((5,5-dimethylmorpholin-2-yl)methyl)-1H-pyrazol-4-yl)pyrazin-2-yl)-2-(3,5-dimethoxyphenyl)pyridazin-3(2H)-on NC=1C(=NC(=CN1)C=1C=NN(C1)C[C@@H]1CNC(CO1)(C)C)C=1C=CC(N(N1)C1=CC(=CC(=C1)OC)OC)=O